FC1=C(C=C(CC2=NNC(C3=CC=CC=C23)=O)C=C1)P1(CCN(CC1)C1=NC=CC=C1C(F)(F)F)=O 4-(4-fluoro-3-(4-oxido-1-(3-(trifluoromethyl)pyridin-2-yl)-1,4-azaphosphinan-4-yl)benzyl)phthalazin-1(2H)-one